FC=1C=C(C=CC1OC1=C2C(=NC=C1)N(C=C2C)COCC[Si](C)(C)C)C[C@@H](CO)NC(OC(C)(C)C)=O tert-Butyl (S)-(1-(3-fluoro-4-((3-methyl-1-((2-(trimethylsilyl)ethoxy)methyl)-1H-pyrrolo[2,3-b]pyridin-4-yl)oxy)phenyl)-3-hydroxypropan-2-yl)carbamate